nickel (sulphate) S(=O)(=O)([O-])[O-].[Ni+2]